1-(1-ethyl-1H-indol-5-yl)-5,6,7-trimethoxy-2,3-dihydroquinolin-4(1H)-one C(C)N1C=CC2=CC(=CC=C12)N1CCC(C2=C(C(=C(C=C12)OC)OC)OC)=O